C12(CNCC(CC1)C2)C(=O)OC methyl 3-azabicyclo[3.2.1]octane-1-carboxylate